aminobenzyl-aniline NN(C1=CC=CC=C1)CC1=CC=CC=C1